2-chloro-5-{[(2,2-dimethylpropanoyl)amino]methyl}-N-{1-[6-(methoxymethyl)pyridin-3-yl]-1H-indazole-4-yl}benzamide ClC1=C(C(=O)NC2=C3C=NN(C3=CC=C2)C=2C=NC(=CC2)COC)C=C(C=C1)CNC(C(C)(C)C)=O